FC1=CC=C(\C=C/2\C(C3=CC=C(C=C3C2)OC)=O)C=C1 (E)-2-(4-fluorobenzylidene)-5-methoxy-2,3-dihydro-1H-inden-1-one